N-(5-((6-((R)-3-(2,5-difluorophenyl)isoxazolidine-2-yl)pyrimidine-4-yl)amino)-2-(4-((2S,6R)-2,6-dimethylmorpholino)piperidine-1-yl)-4-methoxyphenyl)acrylamide FC1=C(C=C(C=C1)F)[C@@H]1N(OCC1)C1=CC(=NC=N1)NC=1C(=CC(=C(C1)NC(C=C)=O)N1CCC(CC1)N1C[C@@H](O[C@@H](C1)C)C)OC